2-[(2,6-difluoro-4-pyridyl)-(2-methoxyacetyl)amino]-N-(2,2-dimethylcyclobutyl)-5-methyl-thiazole FC1=NC(=CC(=C1)N(C1SC(=CN1C1C(CC1)(C)C)C)C(COC)=O)F